4,5-dichloro-3-cyanothiophene-2-carboxylic acid ClC=1C(=C(SC1Cl)C(=O)O)C#N